C(C)(C)(C)OC(N(C)C1C(N(CCC1)C=1C=NC=CC1C1=CC(=C(C=C1)CNC(=O)C=1N=NN(C1)C(C)(C)C)C)=O)=O.C(CCC)[Sn](C=1N=C(SC1)C)(CCCC)CCCC tributyl-(2-methylthiazol-4-yl)stannane tert-butyl-(1-(4-(4-((1-(tert-butyl)-1H-1,2,3-triazole-4-carboxamido)methyl)-3-methylphenyl)pyridin-3-yl)-2-oxopiperidin-3-yl)(methyl)carbamate